N-(5-(6-ethoxypyrazin-2-yl)pyridin-2-yl)-2-methyl-2-(2-((2-methylpropyl)sulfonylamino)thiazol-4-yl)propanamide C(C)OC1=CN=CC(=N1)C=1C=CC(=NC1)NC(C(C)(C=1N=C(SC1)NS(=O)(=O)CC(C)C)C)=O